COC1=CC=C(CN2N=C(N=C2C=2N=C3N(C=C(C=N3)S(=O)(=O)C)C2C=2N=CN(C2)S(=O)(=O)N(C)C)C(F)(F)F)C=C1 4-(2-(1-(4-Methoxybenzyl)-3-(trifluoromethyl)-1H-1,2,4-triazol-5-yl)-6-(methylsulfonyl)imidazo[1,2-a]pyrimidin-3-yl)-N,N-dimethyl-1H-imidazole-1-sulfonamide